ClC1=C(C(=CC=C1)C)NC(=O)C1=CN=C(S1)NC1=NC(=NC(=C1)N1CCN(CC1)CC1=C(C=CC=C1)NC1C(NC(CC1)=O)=O)C N-(2-chloro-6-methylphenyl)-2-((6-(4-(2-((2,6-dioxopiperidin-3-yl)amino)benzyl)piperazin-1-yl)-2-methylpyrimidin-4-yl)amino)thiazole-5-carboxamide